3-(5-(oxazol-2-yl)pyridin-3-yl)phenyl (cyclohexylmethyl)carbamate C1(CCCCC1)CNC(OC1=CC(=CC=C1)C=1C=NC=C(C1)C=1OC=CN1)=O